Uridine diphosphoglucuronate C1=CN(C(=O)NC1=O)[C@H]2[C@@H]([C@@H]([C@H](O2)COP(=O)(O)OP(=O)(O)O[C@@H]3[C@@H]([C@H]([C@@H]([C@H](O3)C(=O)O)O)O)O)O)O